CN(C(CN(C)C)OCC)C 1-dimethylamino-2-dimethylaminoethoxy-ethane